BrC1=C(CSC=2NC(=NN2)NC(=O)C=2NC(=CC2)\C=C\2/C(NC3=CC=CC=C23)=O)C=CC=C1 (Z)-N-(5-((2-bromobenzyl)thio)-4H-1,2,4-triazol-3-yl)-5-((2-oxoindolin-3-ylidene)methyl)-1H-pyrrole-2-carboxamide